C(#N)C1=C(N=C(S1)N(C1=C(N=C2N1C=C(C=C2)C=2C=NC(=NC2)N2CC(C2)C(=O)NC2CCN(CC2)C(=O)OC(C)(C)C)CC)C)C2=CC=C(C=C2)F tertbutyl 4-(1-(5-(3-((5-cyano-4-(4-fluorophenyl)thiazol-2-yl)(methyl)amino)-2-ethylimidazo[1,2-a]pyridin-6-yl)pyrimidin-2-yl)azetidine-3-carboxamido)piperidine-1-carboxylate